barium strontium aluminum oxide [O-2].[Al+3].[Sr+2].[Ba+2]